C(C)(C)C1=CC=C(C=C1)NC1=NS(C2=C(N1)C(=CC=C2)C2=C(C=NC=C2)C)(=O)=O 3-((4-isopropylphenyl)amino)-5-(3-methylpyridin-4-yl)-4H-benzo[e][1,2,4]thiadiazine 1,1-dioxide